C1(CC1)C1=CC=C(C=C1)S(=O)(=O)NC=1C=C(C(=O)O)C=CC1C 3-((4-cyclopropylphenyl)sulfonylamino)-4-methylbenzoic acid